CC=1C(=NC(=C(C(=O)O)C1C(COC(C)=O)=O)OC1CC1)Br Methyl-4-(2-acetoxyacetyl)-6-bromo-2-cyclopropyloxynicotinic acid